dimethyl (3-oxo-1,3-dihydroisobenzofuran-1-yl) phosphate P(=O)(OC)(OC)OC1OC(C2=CC=CC=C12)=O